4-(8-(4-bromo-3-chlorobenzoyl)-3-(4-cyanobenzyl)-5-oxo-6,7,8,9-tetrahydropyrazolo[1,5-a]pyrido[4,3-e]pyrimidin-4(5H)-yl)-N-methylbenzamide BrC1=C(C=C(C(=O)N2CC3=C(C(N(C=4N3N=CC4CC4=CC=C(C=C4)C#N)C4=CC=C(C(=O)NC)C=C4)=O)CC2)C=C1)Cl